ClC1=NC=C(C(=N1)OC=1N=CC=2CCC3=C(C2C1F)NC1=C3C(NCC1)=O)COC1CC1 2-((2-chloro-5-(cyclopropoxymethyl)pyrimidin-4-yl)oxy)-1-fluoro-5,6,8,9,10,11-hexahydro-7H-pyrido[3',4':4,5]pyrrolo[2,3-f]isoquinolin-7-one